BrC=1C=C(N(N1)C1=NC=CC=C1Cl)C1=NC2=C(C(O1)=O)C1=C(C=C2C)N=C(O1)C 7-[5-bromo-2-(3-chloro-2-pyridinyl)pyrazol-3-yl]-2,5-dimethyl-oxazolo[5,4-f][3,1]benzoxazin-9-one